4-bromo-3-chloro-2-fluoro-6-(isobutylamino)benzamide BrC1=C(C(=C(C(=O)N)C(=C1)NCC(C)C)F)Cl